C(C)OC(=O)C1=CC2=C(S1)C(=CC(=C2)OCC2CC2)Br 7-bromo-5-(cyclopropylmethoxy)benzo[b]thiophene-2-carboxylic acid ethyl ester